BrC=1C=C2C(=CC=NC2=CC1)C(=O)N1[C@@H](CCCC1)CO (S)-(6-Bromoquinolin-4-yl)(2-(hydroxymethyl)piperidin-1-yl)methanone